C(#N)[C@H](C[C@H]1C(NCC1)=O)NC(=O)[C@H]1N(C[C@H]2[C@@H]1CCC2)C(=O)C=2NC1=C(C=CC(=C1C2)Cl)Cl (1S,3aR,6aS)-N-[(1S)-1-cyano-2-[(3S)-2-oxopyrrolidin-3-yl]ethyl]-2-(4,7-dichloro-1H-indole-2-carbonyl)-hexahydro-1H-cyclopenta[c]pyrrole-1-carboxamide